N-((5-fluoro-2,3-dihydrobenzofuran-4-yl)methyl)-8-iodopyrido[4,3-d]pyrimidin-5-amine FC=1C=CC2=C(CCO2)C1CNC1=NC=C(C=2N=CN=CC21)I